1,4-bis(tolylamino)anthraquinone C1(=C(C=CC=C1)NC1=CC=C(C=2C(C3=CC=CC=C3C(C12)=O)=O)NC1=C(C=CC=C1)C)C